ClC1=CC=C(C=C1)C(C(C=C)C)O 4-(4-Chlorophenyl)-3-methyl-but-1-en-4-ol